6-(dimethylamino)-2H-chromene-3-carboxylic acid CN(C=1C=C2C=C(COC2=CC1)C(=O)O)C